2-ethyl-5-(hydroxymethyl)piperazine-1-carboxylic acid tert-butyl ester C(C)(C)(C)OC(=O)N1C(CNC(C1)CO)CC